2,7-di-tert-butyl-9-(2-((tetrahydro-2H-pyran-2-yl)oxy)-3-(4,4,5,5-tetramethyl-1,3,2-dioxaborolan-2-yl)-5-(2,4,4-trimethylpent-2-yl)phenyl)-9H-carbazole C(C)(C)(C)C1=CC=2N(C3=CC(=CC=C3C2C=C1)C(C)(C)C)C1=C(C(=CC(=C1)C(C)(CC(C)(C)C)C)B1OC(C(O1)(C)C)(C)C)OC1OCCCC1